cis-N1-(5-(3-chloroimidazo[1,2-a]pyrimidin-6-yl)pyrrolo[2,1-f][1,2,4]triazin-2-yl)-N3-methylcyclobutane-1,3-diamine ClC1=CN=C2N1C=C(C=N2)C=2C=CN1N=C(N=CC12)N[C@@H]1C[C@@H](C1)NC